1-(4-(difluoromethoxy)phenyl)-7-ethoxy-3-(2-(hydroxymethyl)-1-methyl-1H-benzo[d]imidazol-6-yl)-1,8-naphthyridin-2(1H)-one FC(OC1=CC=C(C=C1)N1C(C(=CC2=CC=C(N=C12)OCC)C=1C=CC2=C(N(C(=N2)CO)C)C1)=O)F